2-ethoxy-5-isobutyrylamino-N-(3-(pyridazin-3-yl)benzyl)benzamide C(C)OC1=C(C(=O)NCC2=CC(=CC=C2)C=2N=NC=CC2)C=C(C=C1)NC(C(C)C)=O